O=C(C(=O)NC=1C2=C(C=NC1)C=NN2)N2[C@H](CC[C@@H](C2)C)C=2C=CC1=C(N=C(S1)[C@@H](CN1CCCC1)C)C2 2-oxo-N-(1H-pyrazolo[4,3-c]pyridin-7-yl)-2-[(2R,5S)-5-methyl-2-[2-[(1R)-1-methyl-2-pyrrolidin-1-yl-ethyl]-1,3-benzothiazol-5-yl]-1-piperidyl]acetamide